N1N=C(C2=CC=CC=C12)[14C]#N 1H-indazole-3-carbonitrile-14C